C(C1=CC=CC=C1)OC1=C(C=C(C=C1)F)N1[C@H](C2(C1=O)CCCC2)C2=CC(=C(C=C2OC)N2CCC(CC2)CN2CCN(CC2)C(=O)OCC2=CC=CC=C2)F benzyl 4-{[1-(4-{(1S)-2-[2-(benzyloxy)-5-fluorophenyl]-3-oxo-2-azaspiro[3.4]octan-1-yl}-2-fluoro-5-methoxyphenyl)piperidin-4-yl]methyl}piperazine-1-carboxylate